[6-(difluoromethoxy)pyridin-2-yl]Methanol FC(OC1=CC=CC(=N1)CO)F